[NH4+].CN(C=1C=C2OC3=CC(C=CC3=C(C2=CC1)C1=C(C(=O)[O-])C=CC=C1)=[N+](C)C)C 2-(6-(dimethylamino)-3-(dimethyliminio)-3H-xanthen-9-yl)benzoate ammonium